(2,2-difluoromorpholinyl)methanone FC1(CN(CCO1)C=O)F